ClC1=C(C=C2CC(NC2=C1)=O)C(=O)N 6-chloro-2-oxoindoline-5-carboxamide